methyl (2R,4S)-1-(2-((1S*,2S*)-2-(4-methylpyrimidin-2-yl)cyclopropyl)quinolin-7-yl)-4-((triisopropylsilyl)oxy)pyrrolidine-2-carboxylate CC1=NC(=NC=C1)[C@@H]1[C@H](C1)C1=NC2=CC(=CC=C2C=C1)N1[C@H](C[C@@H](C1)O[Si](C(C)C)(C(C)C)C(C)C)C(=O)OC |o1:7,8|